(6,7-dichloro-5-(3-hydroxypropyl)-1,3,4,5-tetrahydro-2H-pyrido[4,3-b]indol-2-yl)(5-methoxypyrimidin-2-yl)methanone ClC1=C(C=CC=2C3=C(N(C12)CCCO)CCN(C3)C(=O)C3=NC=C(C=N3)OC)Cl